methallyl-triethoxysilane C(C(C)=C)[Si](OCC)(OCC)OCC